8-ethylidenetetracyclo[4.4.0.12,5.17,1]dodeca-3-ene C(C)=C1C2C3C4C=CC(C3(CC1)C2)C4